5-fluoronaphthalen-2-ol trifluoroacetate salt FC(C(=O)O)(F)F.FC1=C2C=CC(=CC2=CC=C1)O